Cl.FC(OC1=CC=C(C=C1)C1=CN=C2N1C=CN=C2NC2=CC(=C(C=C2)C(=O)N2CCN(CC2)C(=O)N2CC(NCC2)CO)C)F [4-[[3-[4-(difluoromethoxy)phenyl]imidazo[1,2-a]pyrazin-8-yl]amino]-2-methyl-phenyl]-[4-[3-(hydroxymethyl)piperazine-1-carbonyl]piperazin-1-yl]methanone hydrochloride